methyl ((2,6-dihydroxy-5'-methyl-4-pentyl-2'-(prop-1-en-2-yl)-1',2',3',4'-tetrahydro-[1,1'-biphenyl]-3-yl)methyl)(methyl)carbamate OC1=C(C(=CC(=C1CN(C(OC)=O)C)CCCCC)O)C1C(CCC(=C1)C)C(=C)C